(1-(4-((2-((2,4-Difluorophenoxy)methyl)pyrimidin-4-yl)oxy)piperidin-1-yl)ethyl)-1-(((S)-oxetan-2-yl)methyl)-1H-benzo[d]imidazole-6-carboxylic acid FC1=C(OCC2=NC=CC(=N2)OC2CCN(CC2)C(C)C2=NC3=C(N2C[C@H]2OCC2)C=C(C=C3)C(=O)O)C=CC(=C1)F